S-(2-myristoyloxyethyl)-(R)-cysteinyl-4-((6-amino-2-(butylamino)-8-hydroxy-9H-purin-9-yl)methyl)aniline C(CCCCCCCCCCCCC)(=O)OCCSC[C@H](N)C(=O)NC1=CC=C(C=C1)CN1C2=NC(=NC(=C2N=C1O)N)NCCCC